N-(4-chloro-2-ethynylphenyl)-4-methylbenzenesulfonamide ClC1=CC(=C(C=C1)NS(=O)(=O)C1=CC=C(C=C1)C)C#C